FC1(CCN(CC1)CC1C2CN(CC12C=1C=C2C=NN(C2=CC1C)C1=CC=C(C=C1)F)S(=O)(=O)C1=NN(N=C1)C)F 5-(6-((4,4-difluoropiperidin-1-yl)methyl)-3-((2-methyl-2H-1,2,3-triazol-4-yl)sulfonyl)-3-azabicyclo[3.1.0]hexane-1-yl)-1-(4-fluorophenyl)-6-methyl-1H-indazole